FC(CC1=NN(C=C1)C1COC1)F 3-(2,2-difluoroethyl)-1-(oxetan-3-yl)-1H-pyrazole